NC(CCC1=CC(=C(C(=O)OC)C=C1)C)=O methyl 4-(3-amino-3-oxopropyl)-2-methylbenzoate